BrC1=C(CNC(C(OCC)OCC)=O)C=CC=C1F N-(2-bromo-3-fluorobenzyl)-2,2-diethoxyacetamide